bis(2-(2,6-diisopropylphenyl)-3,3-dimethyl-2-azaspiro[4.5]decan-1-yl)(3-phenyl-1H-inden-1-ylidene)ruthenium (VI) chloride C(C)(C)C1=C(C(=CC=C1)C(C)C)N1C(C2(CC1(C)C)CCCCC2)[Ru](=C2C=C(C1=CC=CC=C21)C2=CC=CC=C2)(C2N(C(CC21CCCCC1)(C)C)C1=C(C=CC=C1C(C)C)C(C)C)(Cl)Cl